FC1CN(C1)C1=C(SC=2C1=NC=CC2C2=C(C(=CC(=C2)F)F)F)C(=O)O 3-(3-fluoroazetidin-1-yl)-7-(2,3,5-trifluorophenyl)-thieno[3,2-b]Pyridine-2-carboxylic acid